C[C@@H]1O[C@@H](CN(C1)CCN)C 2-(cis-2,6-dimethylmorpholino)ethanamine